O1C(CCCC1)N1N=C(C(=C1)B1OC(C(O1)(C)C)(C)C)C1=CC=CC=C1 1-(oxan-2-yl)-3-phenyl-4-(4,4,5,5-tetramethyl-1,3,2-dioxaborolan-2-yl)-1H-pyrazole